C(#N)[C@@H](C[C@H]1C(NCC1)=O)NC(=O)[C@H]1N([C@@H]2CC([C@H]1CC2)(F)F)C(C(F)(F)C2=CC(=CC(=C2)Cl)Cl)=O (1S,3S,4S)-N-[(1R)-1-cyano-2-[(3S)-2-oxopyrrolidin-3-yl]ethyl]-2-[2-(3,5-dichlorophenyl)-2,2-difluoro-acetyl]-5,5-difluoro-2-azabicyclo[2.2.2]octane-3-carboxamide